racemic-4-{1-(cyclopropylmethyl)-5-[(6-{4-[1-hydroxyethyl]-3,5-dimethyl-1H-pyrazol-1-yl}pyrimidin-4-yl)amino]-4-methoxy-1H-pyrazol-3-yl}benzonitrile C1(CC1)CN1N=C(C(=C1NC1=NC=NC(=C1)N1N=C(C(=C1C)[C@@H](C)O)C)OC)C1=CC=C(C#N)C=C1 |r|